OC1=CC=C2C3=C(C(OC2=C1)=O)C=C(C=C3)C31CC(C3)(C1)CO 3-hydroxy-8-(3-(hydroxymethyl)bicyclo[1.1.1]pentan-1-yl)-6H-benzo[c]chromen-6-one